octyl(diethylamino)(methyldimethoxysilylpropylamino)methyl ethyl sulfide C(C)SC(NCCC[Si](OC)(OC)C)(N(CC)CC)CCCCCCCC